C(C)(C)N1N=C(C(=C1C)O)C1=C(C=C(C=C1CC)CC)CC 1-isopropyl-3-(2,4,6-triethylphenyl)-5-methyl-pyrazole-4-ol